1-(4-chlorobenzyl)-3-(6-((4-cyano-1H-pyrazol-1-yl)methyl)spiro[3.3]heptan-2-yl)urea ClC1=CC=C(CNC(=O)NC2CC3(C2)CC(C3)CN3N=CC(=C3)C#N)C=C1